ClC1=C(C=CC=C1)C=1N=C(SC1)C1(CCC(CC1)=O)C(=O)N (4-(2-chlorophenyl)thiazol-2-yl)-4-oxocyclohexane-1-carboxamide